Diethyl (4-bromo-2,6-dimethylbenzyl)phosphonate BrC1=CC(=C(CP(OCC)(OCC)=O)C(=C1)C)C